1-(((3R)-4-fluoropyrrolidin-3-yl)-6-(phenylsulfonyl)-1,6-dihydroimidazo[4,5-d]pyrrolo[2,3-b]pyridin-2-yl)ethanol FC1[C@@H](CNC1)N1C(=NC=2C1=C1C(=NC2)N(C=C1)S(=O)(=O)C1=CC=CC=C1)C(C)O